1-(3-(benzofuran-5-yl)-6-(3,3-difluorobutyl)pyrazin-2-yl)piperidine-4-carboxylic acid O1C=CC2=C1C=CC(=C2)C=2C(=NC(=CN2)CCC(C)(F)F)N2CCC(CC2)C(=O)O